C(C1=CC=CC=C1)(=O)C1=CC=CC=C1.[Na] natrium benzophenone